3-methyl-1-(2-hydroxy-3-sulfopropyl)pyridinium CC=1C=[N+](C=CC1)CC(CS(=O)(=O)O)O